(1R,2S,3R,7aR)-3-(6-amino-9H-purin-9-yl)octahydro-1H-indene-1,2,7-triol NC1=C2N=CN(C2=NC=N1)[C@H]1[C@@H]([C@@H]([C@H]2C(CCCC12)O)O)O